1,2-bis-[bis-(2-ethoxyethyl)phosphino]ethane C(C)OCCP(CCP(CCOCC)CCOCC)CCOCC